C(CC)OC1=C(C(=O)C2=CC=C(C=C2)OCCC)C=CC(=C1)OCCC 2,4,4'-tri-n-propoxybenzophenone